CC1(OC(=CCO1)C)C(C)C 2,6-dimethyl-2-isopropyl-4H-1,3-dioxin